C(CCCC)C1(O[Te]CCC1)CCCCC dipentyl-telluroxane